(+/-)-(1S,3S)-3-((6-(5-(((cyclopentyl(methyl)carbamoyl)oxy)methyl)-1-methyl-1H-imidazol-4-yl)pyridin-3-yl)oxy)cyclohexane-1-carboxylic acid C1(CCCC1)N(C(=O)OCC1=C(N=CN1C)C1=CC=C(C=N1)O[C@@H]1C[C@H](CCC1)C(=O)O)C |r|